CN1CC(=CC1)B1OC(C(O1)(C)C)(C)C 1-methyl-3-(4,4,5,5-tetramethyl-1,3,2-dioxaborolan-2-yl)-2,5-dihydro-1H-pyrrole